N1CC2(CCC1)OCC=1C(NC=CC12)=O 3,5-Dihydro-4H-spiro[furo[3,4-c]pyridine-1,3'-piperidin]-4-one